ClC=1C(=CC2=C(N=C(S2)CCCC2=CC(=NO2)C(=O)NO)C1)Cl 5-(3-(5,6-dichlorobenzothiazol-2-yl)propyl)-N-hydroxyisoxazole-3-carboxamide